NCC(=O)NC1=C(C2=C(S1)CC(C2)C(=O)OC)C(C2=C(C=CC=C2)OC)=O methyl 2-(2-aminoacetamido)-3-(2-methoxybenzoyl)-4h,5h,6h-cyclopenta[b]thiophene-5-carboxylate